(3aS,5aS,8R,9R,10aS)-9-(tert-butyl)-9-hydroxy-6-(naphthalen-1-yl)-2,4,7-trioxodecahydrofuro[3'',2'':2',3']cyclopenta[1',2':3,4]furo[2,3-b]pyrrol-8-yl benzoate C(C1=CC=CC=C1)(=O)O[C@@H]1C23[C@@H](N(C1=O)C1=CC=CC4=CC=CC=C14)OC([C@]21[C@H](C[C@@]3(O)C(C)(C)C)OC(C1)=O)=O